C1N(CCC2=CC=CC=C12)[C@H]1[C@H](O[C@@H]2OC(O[C@@H]21)(C)C)[C@@H](CO)O (R)-1-((3aR,5S,6S,6aR)-6-(3,4-dihydroisoquinolin-2(1H)-yl)-2,2-dimethyltetrahydrofuro[2,3-d][1,3]Dioxolan-5-yl)ethane-1,2-diol